7-((3aR,4R,5aR,8aR)-2,2-dimethyl-6-methylenehexahydrocyclopenta[2,3]furo[3,4-d][1,3]dioxol-4-yl)-7H-pyrrolo[2,3-d]pyrimidin-4-amine CC1(O[C@@H]2[C@]3(O1)[C@H](O[C@H]2N2C=CC1=C2N=CN=C1N)C(CC3)=C)C